1-bromo-4-fluoro-2-(4-methyl-2-nitrophenoxy)benzene BrC1=C(C=C(C=C1)F)OC1=C(C=C(C=C1)C)[N+](=O)[O-]